tert-butyl 4-cyano-2,2,6,6-tetradeuterio-piperidine-1-carboxylate C(#N)C1CC(N(C(C1)([2H])[2H])C(=O)OC(C)(C)C)([2H])[2H]